tert-Butyl 1-benzyl-3-(tert-butylsulfamoyl)pyrrole-2-carboxylate C(C1=CC=CC=C1)N1C(=C(C=C1)S(NC(C)(C)C)(=O)=O)C(=O)OC(C)(C)C